COC1(COC2=CC=CC=C2O1)C3=NCCN3 The molecule is a benzodioxine that is idazoxan substituted at position 2 by a methoxy group. It has a role as an alpha-adrenergic antagonist. It is a benzodioxine, a cyclic ketal and a member of imidazolines. It derives from an idazoxan.